ClC1=C(C(=O)C2=CNC3=C2C2=C(NC([C@](N2)(C)COC)=O)C=N3)C=CC(=C1)OC1=NC=CC=C1 (S)-9-(2-chloro-4-(pyridin-2-yloxy)benzoyl)-2-(methoxymethyl)-2-methyl-1,2,4,7-tetrahydro-3H-pyrrolo[3',2':5,6]pyrido[3,4-b]pyrazin-3-one